CC1=NC(=CC(=N1)NC1=C(C(=O)NOCC)C(=CC=N1)NC1=C(C=C(C(=C1)F)C#C)N(S(=O)(=O)C)C)C ((2,6-dimethylpyrimidine-4-yl)amino)-N-ethoxy-4-((4-ethynyl-5-fluoro-2-(N-methylmethylsulfonamido)phenyl)amino)nicotinamide